COC(=O)C1=CC=C2C=CNC2=C1P(=O)(C)C 7-(dimethylphosphoryl)-1H-indole-6-carboxylic acid methyl ester